(S)-2-amino-N-(2-chloro-4-nitrophenyl)-4-methylpentanamide N[C@H](C(=O)NC1=C(C=C(C=C1)[N+](=O)[O-])Cl)CC(C)C